tertbutyl 5-(2-chloro-6-(6-(methylcarbamoyl)pyrimidin-4-yl)pyridin-4-yl)-3-oxotetrahydro-3H-oxazolo[3,4-a]pyrazine-7(1H)-carboxylate ClC1=NC(=CC(=C1)C1CN(CC2N1C(OC2)=O)C(=O)OC(C)(C)C)C2=NC=NC(=C2)C(NC)=O